O=C1C(CN(CC1)C(=O)OC(C)(C)C)C1=CC=NC=C1 tert-butyl 4-oxo-3-(pyridin-4-yl)piperidine-1-carboxylate